CN1N=CC(=C1)S(=O)(=O)NC1=NC(=CC(=N1)OC1=C(C=CC=C1)C)C1C(C1(C)C)(C)C 1-Methyl-N-[4-(2-methylphenoxy)-6-(2,2,3,3-tetramethylcyclopropyl)pyrimidin-2-yl]pyrazole-4-sulfonamide